tert-butyl (1-(cyanomethyl)cyclopropyl)(2-(3-fluorophenyl)-2-oxoethyl)carbamate C(#N)CC1(CC1)N(C(OC(C)(C)C)=O)CC(=O)C1=CC(=CC=C1)F